Benzyl-L-glutamic acid C(C1=CC=CC=C1)N[C@@H](CCC(=O)O)C(=O)O